NC(C(CCCCCC)=O)C 8-amino-7-oxononane